1,3,2-dioxthiolane O1SOCC1